2-hydroxy-6-chloropyridin OC1=NC(=CC=C1)Cl